OC1=C(C=C(C=C1)C(C)(C)CC(C)(C)C)N1N=C2C(=N1)C=CC=C2 2-(2'-hydroxy-5'-tert-octylbenzeneYl)benzotriazole